ClC1=C(C=CC=2OC=CN2)C=CC(=C1)Cl 2-(2,4-dichlorostyryl)oxazole